2-(2,2-dimethyl-1,1-diphenylpropoxy)acetic acid CC(C(OCC(=O)O)(C1=CC=CC=C1)C1=CC=CC=C1)(C)C